1-octadecyl-2-hexadecanoyl-sn-glycero-3-phosphocholine C(CCCCCCCCCCCCCCCCC)OC[C@@H](OC(CCCCCCCCCCCCCCC)=O)COP(=O)([O-])OCC[N+](C)(C)C